[N].C(CCC)[S] butylsulfur nitrogen